1-(4-(4-amino-1-cyclopropyl-1H-pyrazolo[3,4-d]pyrimidin-3-yl)-2-(hydroxymethyl)phenyl)-3-(3-(1-(trifluoromethyl)cyclopropyl)isoxazol-5-yl)urea NC1=C2C(=NC=N1)N(N=C2C2=CC(=C(C=C2)NC(=O)NC2=CC(=NO2)C2(CC2)C(F)(F)F)CO)C2CC2